C1(=CC=C(C=C1)C=1C2=C(C(=C(C(=C2C=2C(=C(C(=C(C2C1C1=CC=C(C=C1)C)[Ga])F)F)F)F)F)F)F)C (9,10-bis(p-tolyl)-heptafluorophenanthryl)gallium